3-fluoro-N-(2-(2-(2-(methoxymethyl)-7-methylquinoxalin-5-yl)-4-methylbenzo[d]Thiazol-6-yloxy)ethyl)benzenesulfonamide FC=1C=C(C=CC1)S(=O)(=O)NCCOC1=CC2=C(N=C(S2)C2=C3N=CC(=NC3=CC(=C2)C)COC)C(=C1)C